NC1=CC(=NC(=C1C(=O)OC(C)(C)C)Cl)Cl Tert-butyl 4-amino-2,6-dichloronicotinate